2-(1-tert-Butoxycarbonyl-7-fluoro-6-isopropenyl-indol-2-yl)-7-methoxy-1-methyl-benzimidazole-5-carboxylic acid methyl ester COC(=O)C1=CC2=C(N(C(=N2)C=2N(C3=C(C(=CC=C3C2)C(=C)C)F)C(=O)OC(C)(C)C)C)C(=C1)OC